(S)-5-methoxy-4-((2-(4-(methoxycarbonyl)phenyl)-4-(2-methylthiophene-3-yl)piperidin-1-yl)methyl)-7-methyl-1H-indole-1-carboxylic acid COC=1C(=C2C=CN(C2=C(C1)C)C(=O)O)CN1[C@@H](CC(CC1)C1=C(SC=C1)C)C1=CC=C(C=C1)C(=O)OC